[N+](=O)([O-])C1=CC=CC=2OC3=C(C21)C=CC=C3 1-nitro-dibenzofuran